3-((2-Amino-4-chloropyridin-3-yl)ethynyl)benzoic acid methyl ester COC(C1=CC(=CC=C1)C#CC=1C(=NC=CC1Cl)N)=O